5-(5-isopropyl-1,2,4-oxadiazol-3-yl)-2,3-dihydro-1H-inden-2-carboxamide C(C)(C)C1=NC(=NO1)C=1C=C2CC(CC2=CC1)C(=O)N